7-chloro-5-(4-(2-morpholino-acetyl)phenyl)benzofuran ClC1=CC(=CC=2C=COC21)C2=CC=C(C=C2)C(CN2CCOCC2)=O